BrC1=CC2=C(N=CN=C2N2[C@@H](COCC2)C)S1 (R)-4-(6-bromothieno[2,3-d]pyrimidin-4-yl)-3-methylmorpholine